C1(=CC=CC=C1)C(CO)CO 2-phenyl-1,3-propanediol